OC=1C=C(C=NC1)C#CC1=C(C=CC=C1)CN1CCNCC1 4-[[2-[2-(5-Hydroxypyridin-3-yl)ethynyl]phenyl]methyl]piperazin